(2-chlorophenyl)-9-(4-chlorophenyl)-2-(methylsulfonyl)-6-(6-(trifluoromethyl)pyridin-3-yl)-9H-purine ClC1=C(C=CC=C1)C=1N(C2=NC(=NC(=C2N1)C=1C=NC(=CC1)C(F)(F)F)S(=O)(=O)C)C1=CC=C(C=C1)Cl